4-[5-[(1S)-2-amino-1-hydroxyethyl]pyridin-2-yl]-3-(2-methyl-5-pyrimidin-2-ylpyrazol-3-yl)oxybenzonitrile NC[C@@H](O)C=1C=CC(=NC1)C1=C(C=C(C#N)C=C1)OC=1N(N=C(C1)C1=NC=CC=N1)C